C(C=C)N1C2=C(N(C(C3C(C1)CC(N3C3=NC(=CC(=C3)C(F)(F)F)C)=O)=O)C)C=CC=C2Cl 5-Allyl-6-chloro-10-methyl-1-(6-methyl-4-(trifluoromethyl)pyridin-2-yl)-1,3a,4,5,10,11a-hexahydro-2H-benzo[b]pyrrolo[2,3-f][1,4]diazocine-2,11(3H)-dione